C(C\C=C/CC)OC(\C=C\CCC)=O [(Z)-hex-3-enyl](E)-hex-2-enoate